NC1(C(=CC(=CN1)C=1C=NC=CC1)O[C@H](C)C=1C=C(C=CC1)NC(C1=CC(=CC=C1)N(C)C)=O)N1CCN(CC1)C (R)-N-(3-(1-((6-Amino-6-(4-methylpiperazin-1-yl)-[3,3-bipyridin]-5-yl)oxy)ethyl)phenyl)-3-(dimethylamino)benzamid